[13C](CCCCCCC\C=C/CCCCCCCC)(=O)O oleic acid-1-13C